N-((5-(pyridin-3-yloxy)-1-(4-(trifluoromethyl)phenyl)-1,2,3,4-tetrahydroquinolin-3-yl)methyl)propionamide N1=CC(=CC=C1)OC1=C2CC(CN(C2=CC=C1)C1=CC=C(C=C1)C(F)(F)F)CNC(CC)=O